N-(R)-4-aza-1-indanyl(2-{3-isopropyl-6-(6-methyl-4-pyrimidinyl)-1,1-dioxo-5-[2-(tetrahydro-2H-pyran-4-yl)ethyl]-1λ6-thia-4-aza-7-indanyl}-1-thia-6-aza-7-indenyl)amine C1(CCC2=NC=CC=C12)NC=1N=CC=C2C=C(SC12)C=1C(=C(N=C2C(CS(C12)(=O)=O)C(C)C)CCC1CCOCC1)C1=NC=NC(=C1)C